beta-ethoxy-N,N-dimethylpropionamide C(C)OCCC(=O)N(C)C